benzyl 1-((2S,4S)-1-(tert-butoxycarbonyl)-2-(cyanomethyl)piperidin-4-yl)-4-(3-(dimethylamino)azetidin-1-yl)-1,6,8,9-tetrahydro-7H-imidazo[4,5-c][1,7]naphthyridine-7-carboxylate C(C)(C)(C)OC(=O)N1[C@@H](C[C@H](CC1)N1C=NC=2C(=NC=3CN(CCC3C21)C(=O)OCC2=CC=CC=C2)N2CC(C2)N(C)C)CC#N